C1(CC1)C1=C(C=C(C(=C1)C#C)C)N(C(C#CC)=O)C1=CC=C2C(=N1)C=NN2C N-(2-cyclopropyl-4-ethynyl-5-methylphenyl)-N-{1-methylpyrazolo[4,3-b]pyridin-5-yl}but-2-ynamide